OC1CN(CCOC1)C(=O)OC(C)(C)C tert-butyl 6-hydroxy-1,4-oxazepane-4-carboxylate